Br.COC1=C(C=CC=C1)N1CCNCC1 (2-methoxyphenyl)piperazine hydrobromide